CN1N=C(C=C1)NC1=NC(=NC=C1C=CC#N)SC 3-{4-[(1-Methyl-1H-pyrazol-3-yl)amino]-2-(methylsulfanyl)pyrimidin-5-yl}acrylonitrile